4-Chloro-7-{[2-(trimethylsilyl)ethoxy]methyl}pyrrolo[2,3-d]pyrimidine ClC=1C2=C(N=CN1)N(C=C2)COCC[Si](C)(C)C